(S)-[(tert-butoxycarbonyl)amino](3-methoxyphenyl)acetic acid C(C)(C)(C)OC(=O)N[C@H](C(=O)O)C1=CC(=CC=C1)OC